C(C)(C)(C)N(C(O)=O)CC(C(NC=1SC=C(N1)[C@@H]1N(CCC1)C1=CC=CC=C1)=O)C.C(C=C)(=O)OC(=C)C1=CC=CC=C1 acryloyloxy-1-phenyl-ethene tert-butyl-(2-methyl-3-oxo-3-((4-((R)-1-phenylpyrrolidin-2-yl)thiazol-2-yl)amino)propyl)carbamate